1-(3-amino-6-bromo-5-fluoropyridin-2-yl)ethanone NC=1C(=NC(=C(C1)F)Br)C(C)=O